C(C)(C)(C)OC(=O)NC1=C(C=C(C=C1)OC)B(O)O 2-(TERT-BUTOXYCARBONYLAMINO)-5-METHOXYPHENYLBORONIC ACID